ClC1=CC(=C(C(=O)NC=2C(=NC=C(C2)C(F)(F)F)NC)C=C1[N+](=O)[O-])SCC 4-chloro-2-ethylsulfanyl-N-[2-(methylamino)-5-(trifluoromethyl)-3-pyridinyl]-5-nitro-benzamide